NC1=C(C=C(C=N1)NC(C(=O)N1C(CCC(C1)C)C=1C=CC2=C(N=C(S2)C)C1)=O)CC N-(6-amino-5-ethylpyridin-3-yl)-2-(5-methyl-2-(2-methylbenzo[d]thiazol-5-yl)piperidin-1-yl)-2-oxoacetamide